ethyl-cobaltocenium C(C)C1C=CC=C1.[CH-]1C=CC=C1.[Co+2]